N1=CN=C2N=NCC2=C1 7-deaza-8-aza-purine